Tert-butyldimethyl(3-((trans)-2-methylcyclopropyl)phenoxy)silane C(C)(C)(C)[Si](OC1=CC(=CC=C1)[C@H]1[C@@H](C1)C)(C)C